2-(4-(propyl-sulfonyl)piperazine-1-carbonyl)anthracene-9,10-dione C(CC)S(=O)(=O)N1CCN(CC1)C(=O)C1=CC=2C(C3=CC=CC=C3C(C2C=C1)=O)=O